5'-chloro-[2,4'-bipyridin] ClC=1C(=CC=NC1)C1=NC=CC=C1